(R)-N-(7-(1-(1-propenylpiperidin-3-yl)-4-amino-1H-pyrazolo[3,4-d]pyrimidin-3-yl)benzo[d][1,3]dioxol-4-yl)benzamide C(=CC)N1C[C@@H](CCC1)N1N=C(C=2C1=NC=NC2N)C2=CC=C(C1=C2OCO1)NC(C1=CC=CC=C1)=O